6-(3-methoxypropoxy)benzonitrile COCCCOC1=CC=CC=C1C#N